O=C[C@H](O)[C@](C=O)(O)[C@@H](O)C streptose